CN(CCN1C=CC=2C1=CN=C(C2)NC=2C=CC(=C1CNC(C21)=O)C=2C=NN1C2C=CC(=C1)C)C 7-((1-(2-(dimethylamino)ethyl)-1H-pyrrolo[2,3-c]pyridin-5-yl)amino)-4-(6-methylpyrazolo[1,5-a]pyridin-3-yl)isoindolin-1-one